S-((1r,4r)-4-(2-((tert-Butoxycarbonyl)amino)-2-methylpropyl)cyclohexyl) ethanethioate C(C)(SC1CCC(CC1)CC(C)(C)NC(=O)OC(C)(C)C)=O